C1(=CC=CC=C1)CCOC(\C(=C\C)\C)=O (E)-2-methylbutan-2-enoic acid 2-phenylethyl ester